CC12C=CC(CC1)(CC2C(=O)O)C(C)C.CON(C(C2=CC(=C(C=C2)C2=CC1(C2)CCOCC1)C(F)(F)F)=O)C N-methoxy-N-methyl-4-(7-oxaspiro[3.5]non-1-en-2-yl)-3-(trifluoromethyl)benzamide 4-methyl-1-propan-2-ylbicyclo[2.2.2]oct-2-ene-8-carboxylate